CC1=NOC(=C1C=1C=C2C(=NC1)N=C(N2CC2=CC=C(C#N)C=C2)C)C 4-((6-(3,5-dimethylisoxazol-4-yl)-2-methyl-1H-imidazo[4,5-b]pyridin-1-yl)methyl)benzonitrile